N=1N(N=CC1)C=1C=CC(=NC1)O[C@H]1C[C@H](N(C1)C1=NC=C(CN[C@@H](CC(=O)OC)C2=CC=C(C=C2)S(=O)(=O)CC)C=C1)COC(F)F methyl (S)-3-(6-((2S,4S)-4-((5-(2H-1,2,3-triazol-2-yl) pyridin-2-yl)oxy)-2-((difluoromethoxy)methyl)pyrrolidine-1-yl)nicotinylamino)-3-(4-(ethylsulfonyl) phenyl)propanoate